[F].C(C(=O)O)(=O)OF fluoro oxalate fluorine